2-(2-Chlorophenyl)sulfanyl-N-[(4-cyanophenyl)methyl]-N-(2-hydrazino-2-oxo-ethyl)acetamide ClC1=C(C=CC=C1)SCC(=O)N(CC(=O)NN)CC1=CC=C(C=C1)C#N